ClC=1C=C(C=CC1OC)NC(CN(C(OC(C)(C)C)=O)CC)=O tert-butyl (2-((3-chloro-4-methoxyphenyl)amino)-2-oxoethyl)(ethyl)carbamate